ClC1=C(C=CC=C1B1OC(C(O1)(C)C)(C)C)NC(=O)C1=NN2C([C@H](CCC2)N(C)C)=C1 (4S)-N-[2-chloro-3-(4,4,5,5-tetramethyl-1,3,2-dioxaborolan-2-yl)phenyl]-4-(dimethylamino)-4,5,6,7-tetrahydropyrazolo[1,5-a]pyridine-2-carboxamide